C(C)(C)C1=C(C(C)(C)N=C=O)C=CC=C1 isopropyl-dimethylbenzyl isocyanate